4-((3-(1-((5S,6R)-1-oxaspiro[4.4]nonan-6-yl)-1H-pyrazol-4-yl)-2-methoxyphenyl)amino)-6-(cyclopropanecarboxamido)nicotinamide O1CCC[C@@]12[C@@H](CCC2)N2N=CC(=C2)C=2C(=C(C=CC2)NC2=CC(=NC=C2C(=O)N)NC(=O)C2CC2)OC